tert-butyl (S)-(1-hydroxy-3-(3-(4-((5-(trifluoromethyl)pyridin-2-yl)oxy)phenyl)-1,2,4-oxadiazol-5-yl)propan-2-yl)carbamate OC[C@H](CC1=NC(=NO1)C1=CC=C(C=C1)OC1=NC=C(C=C1)C(F)(F)F)NC(OC(C)(C)C)=O